N-((1,2,3,5,6,7-hexahydro-s-indacen-4-yl)carbamoyl)-5-methyl-4,5,6,7-tetrahydrofuro[3,2-c]pyridine-2-sulfonamide C1CCC2=C(C=3CCCC3C=C12)NC(=O)NS(=O)(=O)C1=CC=2CN(CCC2O1)C